tert-butyl N-cyclopropyl-N-[1-[7-[(6,8-dimethylimidazo[1,2-a]-pyrazin-2-yl)carbamoyl]-2-(fluoromethyl)pyrazolo[1,5-a]pyridin-4-yl]-4-piperidyl]carbamate C1(CC1)N(C(OC(C)(C)C)=O)C1CCN(CC1)C=1C=2N(C(=CC1)C(NC=1N=C3N(C=C(N=C3C)C)C1)=O)N=C(C2)CF